BrC1=CC2=C(CNC(CC2)=O)C=C1 7-bromo-4,5-dihydro-1H-benzo[c]azepin-3(2H)-one